ClC=1C(=C(C=CC1)C[C@@H]1N(CC([C@@H]1NS(=O)(=O)C)(F)F)C(=O)C1CC(C1)F)F N-[(2S,3R)-2-[(3-chloro-2-fluorophenyl)methyl]-4,4-difluoro-1-(3-fluorocyclobutane-1-carbonyl)pyrrolidin-3-yl]Methanesulfonamide